Tert-butyl (3S)-8-cyano-6-fluoro-3-methyl-3,5-dihydro-2H-1,4-benzoxazepine-4-carboxylate C(#N)C1=CC2=C(CN([C@H](CO2)C)C(=O)OC(C)(C)C)C(=C1)F